1-benzyl-5-methylquinolin-2(1H)-one C(C1=CC=CC=C1)N1C(C=CC2=C(C=CC=C12)C)=O